C(C1=CC=CC=C1)C=1NC(=NN1)C(=O)NC1=NC=CC(=C1)C1=C(C=CC(=C1)OCCCCO)C 5-benzyl-N-(4-(5-(4-hydroxybutoxy)-2-methylphenyl)pyridin-2-yl)-4H-1,2,4-triazole-3-carboxamide